(S)-2-((4-(6-((2-ethylpyrazolo[1,5-a]pyridin-4-yl)methoxy)pyridin-2-yl)pyridin-1-yl)methyl)-1-((oxetan-2-yl)methyl)-1H-benzo[d]imidazole-6-carboxylate C(C)C1=NN2C(C(=CC=C2)COC2=CC=CC(=N2)C2=CCN(C=C2)CC2=NC3=C(N2C[C@H]2OCC2)C=C(C=C3)C(=O)[O-])=C1